CC1=NOC(=C1C1=CC=C2C=3N(C(COC31)C3=CC=CC=C3)C(=N2)N2CCOCC2)C 7-(3,5-Dimethylisoxazol-4-yl)-2-morpholin-4-yl-4-phenyl-4,5-dihydroimidazo[1,5,4-de][1,4]benzoxazine